C7-bromo-6-chloro-3-(3-hydroxypropyl)-1H-indole-2-carboxylic acid ethyl ester C(C)OC(=O)C=1NC2=C(C(=CC=C2C1CCCO)Cl)Br